1-(naphthalen-1-yl)cyclopropanecarboximidamide C1(=CC=CC2=CC=CC=C12)C1(CC1)C(N)=N